ClC1=C(CCC2=NC=3N(C(N(C(C3N2CC)=O)CC#C)=O)CCCCP(OCC)(OCC)=O)C(=CC=C1)Cl Diethyl (4-(8-(2,6-dichlorophenethyl)-7-ethyl-2,6-dioxo-1-(prop-2-yn-1-yl)-1,2,6,7-tetra-hydro-3H-purin-3-yl)butyl)phosphonate